4-[1-(2,6-dioxo-3-piperidinyl)-2,3-dihydropyrido[3,4-b][1,4]oxazin-5-yl]piperidine-1-carboxylic acid tert-butyl ester C(C)(C)(C)OC(=O)N1CCC(CC1)C1=NC=CC2=C1OCCN2C2C(NC(CC2)=O)=O